C(C)(C)(C)[S@@](=O)\N=C\1/C2=CC(=CC=C2CC12CCN(CC2)C(=O)OC(C)(C)C)C#N tert-butyl (1Z)-1-[(R)-tert-butylsulfinyl]imino-6-cyano-spiro[indane-2,4'-piperidine]-1'-carboxylate